Cl.Cl.C(C)[C@H]1N(C[C@@H](NC1)C)C(C(C)C)C1=CC=C(C=C1)C(F)(F)F (2R,5S)-2-Ethyl-5-methyl-1-(2-methyl-1-(4-(trifluoromethyl)phenyl)propyl)piperazine dihydrochloride